CC(CCOCCC(C)[Si](OC)(OC)OC)[Si](OC)(OC)OC methyl-3-trimethoxysilylpropyl ether